C1(CCC1)C1=CN=CC(=N1)NC1=NC=CC(=C1)COC1=CC=C(C2=CC=CC=C12)NC(N)=O 3-(4-((2-((6-cyclobutylpyrazin-2-yl)amino)pyridin-4-yl)methoxy)naphthalen-1-yl)urea